tetrafluorobutene 4-[5-(trifluoromethyl)-1,2,4-oxadiazol-3-yl]Phenyl-dimethylcarbamate silicon [Si+4].FC(C1=NC(=NO1)C1=CC=C(C=C1)CN(C([O-])=O)C)(F)F.FC(C(=C(F)F)F)C.FC(F)(F)C1=NC(=NO1)C1=CC=C(C=C1)CN(C([O-])=O)C.FC(F)(F)C1=NC(=NO1)C1=CC=C(C=C1)CN(C([O-])=O)C.FC(F)(F)C1=NC(=NO1)C1=CC=C(C=C1)CN(C([O-])=O)C